OC=1C=C2C(=NN(C2=CC1)C1OCCCC1)C=1C=C(C=NC1)O[C@H](COCC[C@@H](C)CS(=O)(=O)[O-])C [(1R)-3-[(2S)-2-[[5-(5-hydroxy-1-tetrahydropyran-2-yl-indazol-3-yl)-3-pyridyl]oxy]propoxy]-1-methyl-propyl]methanesulfonate